(4-(cyclopentyloxy)pyridin-3-yl)methylamine C1(CCCC1)OC1=C(C=NC=C1)CN